C(CCC#CC=C)O 6-Hepten-4-yn-1-ol